NCC#CC1=C(C(=CO1)CO)CO 5-(3-aminoprop-1-yn-1-yl)-3,4-bis(hydroxymethyl)furan